N1[C@H](CN[C@H](CN[C@H](CN[C@H](C1)CC1=CC=C(C=C1)NC(C)=O)CC1=CC=C(C=C1)NC(C)=O)CC1=CC=C(C=C1)NC(C)=O)CC1=CC=C(C=C1)NC(C)=O N,N',N'',N'''-((((2S,5S,8S,11S)-1,4,7,10-tetraazacyclododecane-2,5,8,11-tetrayl)tetrakis(methylene))tetrakis(benzene-4,1-diyl))tetraacetamide